FC(C=1C(=C(C=CC1F)[C@H]1[C@@H](O[C@]([C@H]1C)(C(F)(F)F)C)C(=O)NC=1C=NC(=CC1)[C@H](CO)O)OC)F (2R,3S,4S,5R)-3-(3-(difluoromethyl)-4-fluoro-2-methoxyphenyl)-N-(6-((R)-1,2-dihydroxyethyl)pyridin-3-yl)-4,5-dimethyl-5-(trifluoromethyl)tetrahydrofuran-2-carboxamide